C(C)(C)(C)C1CCCC(=O)OC1 5-tertbutyl-ε-caprolactone